lithium butenate phenylpropionate C1(=CC=CC=C1)OC(CC)=O.C(C=CC)(=O)[O-].[Li+]